N[C@H]1[C@@H]2N(C[C@H]1CC2)C(=O)C2=CC1=C(N(C(=N1)C1=CC=3C(=NC(=CC3)C3=CC=C(C=C3)S(=O)(=O)N)N1CC1CC1)C)C(=C2)OC 4-(2-{5-[(1R,4R,7R)-7-amino-2-azabicyclo[2.2.1]heptane-2-carbonyl]-7-methoxy-1-methyl-1H-1,3-benzodiazol-2-yl}-1-(cyclopropylmethyl)-1H-pyrrolo[2,3-b]pyridin-6-yl)benzene-1-sulfonamide